tert-Butyl rac-(2R,5R)-2-(3-bromophenyl)-4-methoxy-5-methyl-piperidine-1-carboxylate BrC=1C=C(C=CC1)[C@@H]1N(C[C@H](C(C1)OC)C)C(=O)OC(C)(C)C |r|